C(C)(CC)[BH-](C(C)CC)C(C)CC.[K+] potassium tris(sec-butyl)borohydride